BrC1=CC=C(C=C1)N1C=C(C2=CC(=CC=C12)OC)C(C)=O 1-(1-(4-bromophenyl)-5-methoxy-1H-indol-3-yl)ethane-1-one